6-(4-(benzylsulfonyl)piperazine-1-yl)-7-methoxy-1,9-dimethyl-9H-pyrido[3,4-b]indole C(C1=CC=CC=C1)S(=O)(=O)N1CCN(CC1)C=1C=C2C3=C(N(C2=CC1OC)C)C(=NC=C3)C